BrC=1C(=C(C=CC1)NC(=O)C1=NC(=C(C=C1)CNCCO)F)Cl N-(3-bromo-2-chloro-phenyl)-6-fluoro-5-[(2-hydroxyethylamino)methyl]pyridine-2-carboxamide